C1(CC1)C1=NNC2=CC=C(C=C12)[N+](=O)[O-] 3-cyclopropyl-5-nitro-1H-indazole